p-menth-1-en-3-ol C1(=CC(C(CC1)C(C)C)O)C